OC[C@H]1OC(N2[C@@H]1COC1=C2C=CC(=C1)S(=O)(=O)N1CCNCC1)=O (3S,3aR)-3-(hydroxymethyl)-7-piperazin-1-ylsulfonyl-3a,4-dihydro-3H-oxazolo[4,3-c][1,4]benzoxazin-1-one